CC(C(=O)O)(C)C1=CC(=C(C=C1)O)O alpha-methyl-3,4-dihydroxyphenyl-propionic acid